5-(1-(3,5-Difluorophenyl)ethoxy)-3-(5-(Pyrrolidin-2-ylmethyl)-1,4,5,6-Tetrahydropyrrolo[3,4-d]imidazol-2-yl)-1H-Indazol FC=1C=C(C=C(C1)F)C(C)OC=1C=C2C(=NNC2=CC1)C1=NC2=C(N1)CN(C2)CC2NCCC2